2'-((((propane-2,2-diylbis(2-vinyl-4,1-phenylene))bis(oxy))bis(ethane-2,1-diyl))bis(oxy))diacetic acid di-tert-butyl ester C(C)(C)(C)OC(COCCOC1=C(C=C(C=C1)C(C)(C)C1=CC(=C(C=C1)OCCOCC(=O)OC(C)(C)C)C=C)C=C)=O